N-[3-(6-chloro-1,3-benzothiazol-2-yl)-1-bicyclo[1.1.1]pentanyl]-2-(methylsulfonylmethyl)oxazole-5-carboxamide ClC1=CC2=C(N=C(S2)C23CC(C2)(C3)NC(=O)C3=CN=C(O3)CS(=O)(=O)C)C=C1